O1C(=CC=C1C(C(C)=O)(C)C)C(C(C)=O)(C)C 3,3'-(furan-2,5-diyl)bis(3-methylbutan-2-one)